ClC=1C(=C(C(=CC1)C1=C2C(=C(N=N1)NC1CC(C1)(C)O)C=NC=C2)O)F 3-chloro-2-fluoro-6-(4-(((1s,3s)-3-hydroxy-3-methylcyclobutyl)amino)pyrido[3,4-d]pyridazin-1-yl)phenol